C(#N)C1=C(C=C(C=C1)C=1C(=NN(C1O)C1=NC=C(C(=O)O)C=C1)C)F 6-(4-(4-cyano-3-fluorophenyl)-5-hydroxy-3-methyl-1H-pyrazol-1-yl)nicotinic acid